3-(4-(4-((3-fluoropyrrolidin-1-yl)sulfonyl)-1H-pyrazol-1-yl)phenyl)-5-(trifluoromethyl)-1,2,4-oxadiazol FC1CN(CC1)S(=O)(=O)C=1C=NN(C1)C1=CC=C(C=C1)C1=NOC(=N1)C(F)(F)F